8-((2-methoxybenzyl)sulfonyl)-1,3,7-trimethyl-1H-purine-2,6(3H,7H)-dione COC1=C(CS(=O)(=O)C2=NC=3N(C(N(C(C3N2C)=O)C)=O)C)C=CC=C1